C(#N)/C(/C(=O)NCC1=CC(=CC=C1)C(F)(F)F)=C\C1=CNC2=NC=CC=C21 (E)-2-cyano-3-(1H-pyrrolo[2,3-b]pyridin-3-yl)-N-(3-(trifluoromethyl)benzyl)acrylamide